C(C)OC(=O)C=1C=NN2C1N=C(C=C2C)C(CBr)=O 5-(2-bromoacetyl)-7-methylpyrazolo[1,5-a]Pyrimidine-3-carboxylic acid ethyl ester